FC1=C(C=C(C=C1C)N1N=C2C([C@@H](N([C@@H](C2)C)C=O)C)=C1N1C(NC=C1)=O)C (4S,6R)-2-(4-fluoro-3,5-dimethylphenyl)-4,6-dimethyl-3-(2-oxo-1H-imidazol-3-yl)-6,7-dihydro-4H-pyrazolo[4,3-c]pyridine-5-carbaldehyde